BrC=1C=C2C=CN=NC2=C(C1)OC 6-bromo-8-methoxycinnoline